C1(CC1)NC(=O)C=1N=C(C2=CC=CC=C2C1)N1CCCC2=CC(=C(C=C12)C(F)F)C=1C=NN(C1)C 1-[7-difluoromethyl-6-(1-methyl-1H-pyrazol-4-yl)-3,4-dihydro-2H-quinolin-1-yl]-isoquinoline-3-carboxylic acid cyclopropylamide